2-fluoro-N-(2-oxo-2-(4-(5-(trifluoromethyl)-1,2,4-oxadiazol-3-yl)phenyl)ethyl)benzamide FC1=C(C(=O)NCC(C2=CC=C(C=C2)C2=NOC(=N2)C(F)(F)F)=O)C=CC=C1